(S)-4-amino-N-(6-(1-aminoethyl)pyrazin-2-yl)-1-(2,6-dichloro-4-ethoxyphenyl)-6-oxo-1,6-dihydropyrimidine-5-carboxamide NC=1N=CN(C(C1C(=O)NC1=NC(=CN=C1)[C@H](C)N)=O)C1=C(C=C(C=C1Cl)OCC)Cl